COC1=C(C=CC=C1)C1CCCCC=2N=C3N(C=C(C=C3)C=3C=NC(=NC3)NCC(=O)O)C21 2-((5-(10-(2-methoxyphenyl)-7,8,9,10-tetrahydro-6H-cyclohepta[4,5]imidazo[1,2-a]pyridin-2-yl)pyrimidin-2-yl)amino)acetic acid